imino(methyl)(2-(4-(1-(quinoxalin-6-yl)ethyl)piperazin-1-yl)pyrimidin-5-yl)-λ6-sulfanone N=S(=O)(C=1C=NC(=NC1)N1CCN(CC1)C(C)C=1C=C2N=CC=NC2=CC1)C